N-tetrahydrofuryl-acrylamide O1C(CCC1)NC(C=C)=O